C(C(C)C)=O isobutanone